1-(4-Chlorophenyl)-4-[(5-nitrothiophen-3-yl)methyl]piperazine ClC1=CC=C(C=C1)N1CCN(CC1)CC1=CSC(=C1)[N+](=O)[O-]